mono-allyl ether C(C=C)OCC=C